6-(tert-butoxy)-5-fluoro-1H-pyrazolo[3,4-b]pyridine C(C)(C)(C)OC1=C(C=C2C(=N1)NN=C2)F